2-benzyl-2-azaspiro[3.3]heptan-6-yl 4-[5-(trifluoromethyl)pyridin-2-yl]piperazine-1-carboxylate FC(C=1C=CC(=NC1)N1CCN(CC1)C(=O)OC1CC2(CN(C2)CC2=CC=CC=C2)C1)(F)F